FC=1C=C(C=CC1)N1C(=NC(=C1)C1=CC=CC=C1)NCC1=CC(=CC=C1)C(F)(F)F 1-(3-fluorophenyl)-4-phenyl-N-(3-(trifluoromethyl)benzyl)-1H-imidazol-2-amine